C1(=CC=CC=C1)N(C(COC1=C(C=CC=C1)OCC(=O)N(CC1=CC=CC=C1)C1=CC=CC=C1)=O)CC1=CC=CC=C1 N,N'-diphenyl-N,N'-dibenzyl-1,2-phenylenedioxydiacetamide